NC1=NN2C(C=C(C=C2)C2=CC(=NC=C2C)C(=O)NCC2=C(C=CC(=C2)OC(F)(F)F)F)=N1 4-(2-amino-[1,2,4]triazolo[1,5-a]pyridin-7-yl)-N-(2-fluoro-5-(trifluoromethoxy)benzyl)-5-methylpyridinecarboxamide